BrC=1C=NN(C1)C(C(=O)OCC)C1=CC=CC=C1 ethyl (4-bromo-1H-pyrazol-1-yl)(phenyl)acetate